C1(CC1)NC(C1=C(C=C(C=C1OC)C1=CN=C2N1C=CC(=C2)C(C)(C2=NOC(=N2)C)C)OC(F)F)=O N-cyclopropyl-2-(difluoromethoxy)-6-methoxy-4-[7-[1-methyl-1-(5-methyl-1,2,4-oxadiazol-3-yl)ethyl]imidazo[1,2-a]pyridin-3-yl]benzamide